(1S,2S)-cyclohexane-1,2-dicarboxylic acid [C@H]1([C@H](CCCC1)C(=O)O)C(=O)O